[Se](C#N)C(CCCCC(=O)N)CCCCC 6-selenocyanoundecanamide